(S)-N-methyl-1-(6-(2-methylpyridin-4-yl)-1,3,4,5-tetrahydrobenzo[c]oxepin-1-yl)methanamine dihydrochloride salt Cl.Cl.CNC[C@H]1OCCCC2=C1C=CC=C2C2=CC(=NC=C2)C